C(C)(C)(C)OC(=O)NCCOC1=NOC(=C1)C(C(=O)O)C(C)C 2-(3-(2-((tert-butoxycarbonyl)amino)ethoxy)isoxazol-5-yl)-3-methylbutanoic acid